ethyl (4E)-4-[3-(6-methoxypyridin-3-yl)prop-2-yn-1-ylidene]-3,3-dimethylpiperidine-1-carboxylate COC1=CC=C(C=N1)C#C\C=C/1\C(CN(CC1)C(=O)OCC)(C)C